BrC=1C(=C2[C@H]([C@@H](C[C@@]3(C2=CC1)N=C1N(C=C(C=C1OC(F)F)C(F)(F)F)C3)F)F)F (2S,3'R,4'R)-6'-bromo-8-(difluoromethoxy)-3',4',5'-trifluoro-6-(trifluoromethyl)-3',4'-dihydro-2'H,3H-spiro[imidazo[1,2-a]pyridine-2,1'-naphthalene]